CC1=NOC(=C1C1=CC=C2C=3N(C(C(OC31)C(=O)O)C3=CC=CC=C3)C(N2)=O)C 7-(3,5-Dimethyl-isoxazol-4-yl)-2-oxo-4-phenyl-1,2,4,5-tetrahydroimidazo[1,5,4-de][1,4]benzoxazine-5-carboxylic acid